OC1=CC=C(OC2=CC3=C(N=C(S3)C=3SCCN3)C=C2)C=C1 (S)-2-(6-(4-hydroxyphenoxy)benzo[d]thiazol-2-yl)-4,5-dihydrothiazole